ethyl 4-(5-((1-cyano-pyrrolidin-3-yl)carbamoyl)pyridin-2-yl)-piperazine-1-carboxylate C(#N)N1CC(CC1)NC(=O)C=1C=CC(=NC1)N1CCN(CC1)C(=O)OCC